BrC1=C(C=CC=C1)SC1=CC=C(C=C1)[N+](=O)[O-] (2-bromophenyl)(4-nitrophenyl)sulfane